ethyl (S)-4-(3-((tert-butoxycarbonyl)amino)-3-methylpyrrolidin-1-yl)-6-chloronicotinate C(C)(C)(C)OC(=O)N[C@@]1(CN(CC1)C1=CC(=NC=C1C(=O)OCC)Cl)C